6-methylheptan-1,5-dien-4-ol CC(=CC(CC=C)O)C